4,5-bis(4-chlorophenyl)-4,5-dihydroimidazole-1-carbonyl chloride ClC1=CC=C(C=C1)C1N=CN(C1C1=CC=C(C=C1)Cl)C(=O)Cl